C(C)O[Si](CCCCC[Si](OCC)(OCC)OCC)(OCC)OCC 1,5-bis(triethoxysilyl)pentane